CC1=NC(=CC(=C1)C=1NC2=CC=C(C=C2C1C(C)C)C1CN(CCC1)C(COC)=O)C 1-(3-(2-(2,6-Dimethylpyridin-4-yl)-3-isopropyl-1H-indol-5-yl)piperidin-1-yl)-2-methoxyethan-1-on